{(4S)-2-[(1R)-1-({[(2-bromo-5-fluoro-benzoyl)amino]-acetyl}amino)-3-methylbutyl]-5-oxo-1,3,2-dioxaborolan-4-yl}acetic acid BrC1=C(C(=O)NCC(=O)N[C@@H](CC(C)C)B2OC([C@@H](O2)CC(=O)O)=O)C=C(C=C1)F